CN1N=C(C2=CC=C(C=C12)N[C@@H]1[C@H](CNCC1)F)C1C(NC(CC1)=O)=O 3-[1-methyl-6-[[(3S,4S)-3-fluoro-4-piperidyl]amino]indazol-3-yl]piperidine-2,6-dione